FC=1C=CC2=C(N=C(O2)S)C1 5-fluorobenzoxazole-2-thiol